5,6,7,8-tetrahydro-5,8-ethanoquinolin-3-amine N1=CC(=CC=2C3CCC(C12)CC3)N